Tert-butyl (7-methoxy-1-(2,2,2-trifluoroethyl)-1H-indazol-6-yl)carbamate COC=1C(=CC=C2C=NN(C12)CC(F)(F)F)NC(OC(C)(C)C)=O